ClC=1C(=C(C=CC1)C1(CN(C1)C(\C=C\COC)=O)NC1=CC=C2C=CN(C(C2=C1)=O)C)C (E)-7-((3-(3-Chloro-2-methylphenyl)-1-(4-methoxybut-2-enoyl)azetidin-3-yl)amino)-2-methylisoquinolin-1(2H)-one